O[C@H]1CN(C[C@@H]1CC(C)C)C(=O)OCC1=CC=CC=C1 (3R,4S)-benzyl 3-hydroxy-4-isobutylpyrrolidine-1-carboxylate